FC(CC(F)(F)OC(CC(C(F)(F)F)(F)F)(F)F)(C(F)(F)F)F 2,2,3,3,3-pentafluoropropyldifluoromethyl ether